(S)-3-(isoquinolin-4-yl)-1-(4-methylpyrimidin-2-yl)-2-oxoimidazolidine-4-carbonitrile C1=NC=C(C2=CC=CC=C12)N1C(N(C[C@H]1C#N)C1=NC=CC(=N1)C)=O